(1R,2R,4S,5S)-9-methyl-3-(pyridin-3-yl)-3,9-diazatricyclo[3.3.1.02,4]nonane CN1[C@H]2[C@H]3N([C@H]3[C@@H]1CCC2)C=2C=NC=CC2